N-methyl-homoleucine CN[C@@H](CCC(C)C)C(=O)O